NC1=NC=CC=C1C1=NC=2C(=NC(=CC2)C2=CC=CC=C2)N1C1=CC=C(CN2CC3(CC2)CCN(CC3)C3=CC(=C(C=O)C=C3)O)C=C1 4-(2-(4-(2-(2-aminopyridin-3-yl)-5-phenyl-3H-imidazo[4,5-b]pyridin-3-yl)benzyl)-2,8-diazaspiro[4.5]decan-8-yl)-2-hydroxybenzaldehyde